NCC1COC2C1OCC2CNCCCC2=CC=CC=1N(C(N(C12)C)=O)C1C(NC(CC1)=O)=O 3-(4-(3-(((6-(Aminomethyl)hexahydrofuro[3,2-b]furan-3-yl)methyl)amino)propyl)-3-methyl-2-oxo-2,3-dihydro-1H-benzo[d]imidazol-1-yl)piperidine-2,6-dione